tert-Butyl ((6-chloro-1-(2-methoxy-4-(propylsulfonamido)phenyl)-1H-pyrazolo[4,3-c]pyridin-3-yl)methyl)(methyl)carbamate ClC1=CC2=C(C=N1)C(=NN2C2=C(C=C(C=C2)NS(=O)(=O)CCC)OC)CN(C(OC(C)(C)C)=O)C